CC1=C(C(NC(=C1)C)=O)CNC(=O)C=1C(=C(C=C(C1)C=1C=NC(=CC1)CN(C)C)N(C1CCC(CC1)NC(OC(C)(C)C)=O)C)C tert-butyl ((1s,4s)-4-((3-(((4,6-dimethyl-2-oxo-1,2-dihydropyridin-3-yl)methyl)carbamoyl)-5-(6-((dimethylamino)methyl)pyridin-3-yl)-2-methylphenyl)(methyl)amino)cyclohexyl)carbamate